3-[(2,4-dihydroxyphenyl)methyl]-5,7-dihydroxy-2,3-dihydrochromen-4-one OC1=C(C=CC(=C1)O)CC1COC2=CC(=CC(=C2C1=O)O)O